N-[2-(azetidin-1-yl)quinolin-7-yl]-4-fluoro-3-hydroxyoxaCyclopentane-2-carboxamide N1(CCC1)C1=NC2=CC(=CC=C2C=C1)NC(=O)C1OCC(C1O)F